COC1=C(C=C(C=C1)B(O)O)C (4-methoxy-3-methylphenyl)boronic acid